(E)-3-[1-[[(3R)-1-tert-butoxycarbonyl-3-piperidyl]-[2-fluoro-4-(triazolo[4,5-b]pyridin-3-yl)benzoyl]amino]-8-isoquinolyl]prop-2-enoic acid C(C)(C)(C)OC(=O)N1C[C@@H](CCC1)N(C1=NC=CC2=CC=CC(=C12)/C=C/C(=O)O)C(C1=C(C=C(C=C1)N1N=NC=2C1=NC=CC2)F)=O